FC1=CC=CC=C1 2-Fluorobenzene